ClC=1C(=C(C=C(C1)[N+](=O)[O-])C(C(C)C)=O)O 1-(3-chloro-2-hydroxy-5-nitro-phenyl)-2-methyl-propan-1-one